FC1([C@@H](C12CCN(CC2)S(=O)(=O)N)C2=NC(=NO2)C2=C(C=C(C=C2)F)C(F)(F)F)F (2S)-1,1-Difluoro-2-{3-[4-fluoro-2-(trifluoromethyl)phenyl]-1,2,4-oxadiazol-5-yl}-6-azaspiro[2.5]octan-6-sulfonamid